ClC1=C(NC2=NC=C(C(=N2)NCCCN2C(CCCC2)=O)C(F)(F)F)C=C(C=C1)OCCN(C)C 1-[3-[[2-[2-Chloro-5-[2-(dimethylamino)ethoxy]anilino]-5-(trifluoromethyl)pyrimidin-4-yl]amino]propyl]piperidin-2-one